5-(3-(difluoromethyl)imidazo[1,2-a]pyridin-6-yl)-7H-pyrrolo[2,3-d]pyrimidin-2-amine FC(C1=CN=C2N1C=C(C=C2)C2=CNC=1N=C(N=CC12)N)F